C(C)(C)(C)OC(=O)N1C[C@H](CCC1)NC1=NC=CC(=N1)C1=C(N=NC=C1)OC (S)-3-((4-(3-methoxypyridazin-4-yl)pyrimidin-2-yl)amino)piperidine-1-carboxylic acid tert-butyl ester